[1,2,3]oxadiazolo[4,5-b]pyridine O1N=NC2=NC=CC=C21